1,4,6-trimethyl-6-[N-(pyridin-2-ylmethyl)-N-methylamino]-1,4-diazacycloheptane CN1CCN(CC(C1)(N(C)CC1=NC=CC=C1)C)C